OC1=C(C=C(C=C1C)C)CC1=C(C(=CC(=C1O)CC1=C(C(=CC(=C1)C)C)O)CC1=C(C(=CC(=C1)C)C)O)O 2,4,6-tris[(2-hydroxy-3,5-dimethylphenyl)methyl]-1,3-benzenediol